N1(CCC1)C(=O)N1[C@H]([C@H](CC1)NS(=O)(=O)C)CC1=C(C(=CC=C1)C#CC1CCC1)F N-((2S,3S)-1-(azetidine-1-carbonyl)-2-(3-(cyclobutylethynyl)-2-fluorobenzyl)-pyrrolidin-3-yl)methanesulfonamide